1-(4-(4-methyl-6-oxo-1,4,5,6-tetrahydropyridazin-3-yl)-2-nitrophenyl)guanidine CC1C(=NNC(C1)=O)C1=CC(=C(C=C1)NC(=N)N)[N+](=O)[O-]